trihydroxymethyl-propane tri(2-bromoisobutyrate) BrC(C(=O)O)(C)C.BrC(C(=O)O)(C)C.BrC(C(=O)O)(C)C.OC(O)(O)CCC